1-isopropyl-3-methyl-6-(phenylsulfonyl)-3,6-di-Hydroimidazo[4,5-d]Pyrrolo[2,3-b]Pyridin-2(1H)-one C(C)(C)N1C(N(C=2C1=C1C(=NC2)N(C=C1)S(=O)(=O)C1=CC=CC=C1)C)=O